[F-].C(CCCCCCCC)[NH+]1C(CCC1)CCCC 1-nonyl-2-butylpyrrolidinium fluoride salt